4-hydroxy-N-(2-methyl-4-(4-methylthiazol-5-yl)benzyl)pyrrolidine-2-carboxamide OC1CC(NC1)C(=O)NCC1=C(C=C(C=C1)C1=C(N=CS1)C)C